COC(=O)[C@H]1N(CC(C1)C1=C(C=CC=C1)C)C(CNC(C1=CC=C(C=C1)OC1=CC=CC=C1)=O)=O (S)-1-((4-phenoxybenzoyl)glycyl)-4-(o-tolyl)pyrrolidine-2-carboxylic acid methyl ester